2-(2-(7-fluoro-5-(2-((1-methyl-1H-pyrazol-5-yl)amino)pyrimidin-4-yl)indolin-1-yl)-2-oxoethyl)benzonitrile FC=1C=C(C=C2CCN(C12)C(CC1=C(C#N)C=CC=C1)=O)C1=NC(=NC=C1)NC1=CC=NN1C